(S)-4-(aminomethyl)-8-(tetrahydrofuran-2-yl)phthalazin-1(2H)-one NCC1=NNC(C2=C(C=CC=C12)[C@H]1OCCC1)=O